3-[4-[4-(8-aminooctanoyl)piperazin-1-yl]anilino]piperidine-2,6-dione NCCCCCCCC(=O)N1CCN(CC1)C1=CC=C(NC2C(NC(CC2)=O)=O)C=C1